2-[(2R)-4-[4-chloro-2-(trifluoromethyl)benzoyl]-2-ethylpiperazin-1-yl]-N-[(4,5-dihydro-1H-imidazol-2-yl)methyl]-5-(2-ethoxypyridin-3-yl)benzamide ClC1=CC(=C(C(=O)N2C[C@H](N(CC2)C2=C(C(=O)NCC=3NCCN3)C=C(C=C2)C=2C(=NC=CC2)OCC)CC)C=C1)C(F)(F)F